NC=1N=CC(=NC1)C=1N=NN(C1NC(O[C@H](C)C=1C(=NC=C(C1)F)Cl)=O)C (R)-1-(2-chloro-5-fluoropyridin-3-yl)ethyl (4-(5-aminopyrazin-2-yl)-1-methyl-1H-1,2,3-triazol-5-yl)carbamate